4-methylbenzyl acrylate C(C=C)(=O)OCC1=CC=C(C=C1)C